[N-](S(=O)(=O)C(F)(F)F)S(=O)(=O)C(F)(F)F.C(C)[N+](CCCCCCC)(CC)CC triethyl-heptylammonium bis(trifluoromethanesulfonyl)imide salt